3-[4-[1-[8-[4-[6-[3-(4-amino-1-isopropyl-pyrazolo[3,4-d]pyrimidin-3-yl)-5-cyclopropyl-isoxazol-4-yl]-3-pyridyl]-1-piperidyl]-8-oxo-octyl]-4-piperidyl]anilino]piperidine-2,6-dione NC1=C2C(=NC=N1)N(N=C2C2=NOC(=C2C2=CC=C(C=N2)C2CCN(CC2)C(CCCCCCCN2CCC(CC2)C2=CC=C(NC1C(NC(CC1)=O)=O)C=C2)=O)C2CC2)C(C)C